benzyl (2S)-2-(benzyloxymethyl)-2,3-dihydro-1,4-oxazine-4-carboxylate C(C1=CC=CC=C1)OC[C@H]1OC=CN(C1)C(=O)OCC1=CC=CC=C1